C12(CC(C1)C2)C=2SC(=C(N2)C=2C(=C(C=CC2)NS(=O)(=O)N2C(OCC2)=O)F)C2=NC(=NC=C2)NC2CC1(CS(C1)(=O)=O)C2 N-(3-(2-(Bicyclo[1.1.1]pentan-1-yl)-5-(2-((2,2-dioxido-2-thiaspiro[3.3]heptan-6-yl)amino)pyrimidin-4-yl)thiazol-4-yl)-2-fluorophenyl)-2-oxooxazolidine-3-sulfonamide